CC(=CCCC1=CCCCC1)C 4-(4-methylpent-3-en-1-yl)cyclohex-3-en